N1C(=NC2=C1C=CC=C2)CNC2=NC(=NC=1N2N=CC1C1C(C1)(F)F)N1CCN(CC1)C N-(1H-benzimidazol-2-ylmethyl)-8-(2,2-difluorocyclopropyl)-2-(4-methylpiperazin-1-yl)pyrazolo[1,5-a][1,3,5]triazin-4-amine